FC(C1=C(C=CC=C1)S(=O)(=O)F)(F)F o-trifluoromethylbenzenesulfonyl fluoride